OCCNCCCC=1N(N=C2C=CC=C(C12)C=1C=C(O[C@H]2C[C@H](N(C2)C(=O)OC(C)(C)C)C(=O)OC)C=CC1)C O1-tert-butyl O2-methyl (2S,4S)-4-[3-[3-[3-(2-hydroxyethylamino)propyl]-2-methyl-indazol-4-yl]phenoxy]pyrrolidine-1,2-dicarboxylate